(6-((2-oxo-2,3-dihydro-1H-benzo[d]imidazol-1-yl)methyl)-2,3-dihydro-1H-inden-1-yl)carbamic acid tert-butyl ester C(C)(C)(C)OC(NC1CCC2=CC=C(C=C12)CN1C(NC2=C1C=CC=C2)=O)=O